CC(C)NC1=CC=C(C=C1)NC1=CC=CC=C1 N-(1-methylethyl)-N'-phenyl-p-phenylenediamine